C(CCCCCCCC)N nonylamine